NC1=NC=CC(=N1)C=1C=C(OC2=C(C=C(C=C2)NC(=O)C=2C(N(N(C2C)CC(C)(C)O)C2=CC=CC=C2)=O)F)C=CC1O N-(4-(3-(2-aminopyrimidin-4-yl)-4-hydroxyphenoxy)-3-fluorophenyl)-1-(2-hydroxy-2-methylpropyl)-5-methyl-3-oxo-2-phenyl-2,3-dihydro-1H-pyrazole-4-carboxamide